COC(=O)C=1N=NC(=CC1Cl)C=1CCN(CC1)C(=O)OC(C)(C)C 6-{1-[(tert-Butyloxy)carbonyl]-1,2,3,6-tetrahydropyridin-4-yl}-4-chloropyridazine-3-carboxylic acid methyl ester